C(C)N(C(OCOC1=C2N(N=CC1=O)[C@H]([C@@H]1N(C2=O)CCC1)C(C1=CC=C(C=C1)F)C1=CC=C(C=C1)F)=O)C (((9aR,10S)-10-(bis(4-fluorophenyl)methyl)-3,5-dioxo-5,7,8,9,9a,10-hexahydro-3H-pyrrolo[1',2':4,5]pyrazino[1,2-b]pyridazin-4-yl)oxy)methyl ethyl(methyl)carbamate